methyl (7-hydroxy-3-iodo-1-((3-methoxy-6-(2-((methoxycarbonyl)amino)propan-2-yl)pyridin-2-yl)methyl)-1H-pyrazolo[4,3-d]pyrimidin-5-yl)carbamate OC=1C2=C(N=C(N1)NC(OC)=O)C(=NN2CC2=NC(=CC=C2OC)C(C)(C)NC(=O)OC)I